Ethyl 2-cyano-3-[4-(trifluoromethyl)phenyl]acrylate C(#N)C(C(=O)OCC)=CC1=CC=C(C=C1)C(F)(F)F